C(C)(C)(C)C1=NC(=NO1)C(=O)NCC1=C(C(=C(C=C1)C1=NC=NN2C1=CC(=C2)C=2C=NN(C2)C)F)C 5-(tert-butyl)-N-(3-fluoro-2-methyl-4-(6-(1-methyl-1H-pyrazol-4-yl)pyrrolo[2,1-f][1,2,4]triazin-4-yl)benzyl)-1,2,4-oxadiazole-3-carboxamide